CC(C)C1=CC=C(C=C1)CCC1=CC=CN2C1=NS(CC2)(=O)=O 9-{2-[4-(1-methylethyl)phenyl]ethyl}-3,4-dihydropyrido[2,1-c][1,2,4]thiadiazine 2,2-dioxide